BrC1=CC(=C(C=C2CN(C2)C(=O)OC(C)(C)C)C(=C1)C)C tert-butyl 3-(4-bromo-2,6-dimethylbenzylidene)azetidine-1-carboxylate